5-[bis(4-methoxybenzyl)aminocarbonyloxy]dimethylaminobenzene 6-(Naphthalen-1-ylmethyl)-3-oxo-2,3-dihydropyridazin-4-yl-3-(3-chlorophenethyl)-1H-pyrazole-5-carboxylate C1(=CC=CC2=CC=CC=C12)CC=1C=C(C(NN1)=O)OC(=O)C1=CC(=NN1)CCC1=CC(=CC=C1)Cl.COC1=CC=C(CN(C(=O)OC=2C=CC=C(C2)N(C)C)CC2=CC=C(C=C2)OC)C=C1